C1(C=CC(N1C(CCON1C(CCC1=O)=O)C)=O)=O N-gamma-maleimidobutoxysuccinimide